(1R,2S,5S)-N-((S)-1-amino-1-oxo-3-((S)-2-oxopyrrolidin-3-yl)propan-2-yl)-6,6-dimethyl-3-((2,2,2-trifluoroacetyl)-L-isoleucyl)-3-azabicyclo[3.1.0]hexane-2-carboxamide NC([C@H](C[C@H]1C(NCC1)=O)NC(=O)[C@@H]1[C@H]2C([C@H]2CN1C([C@@H](NC(C(F)(F)F)=O)[C@@H](C)CC)=O)(C)C)=O